(3-fluoro-5-(trifluoromethyl)pyridin-2-yl)methyl methanesulfonate CS(=O)(=O)OCC1=NC=C(C=C1F)C(F)(F)F